4-(benzyloxyphenyl)-2-((tert-butoxycarbonyl)amino)-5-oxopentanoate C(C1=CC=CC=C1)OC1=C(C=CC=C1)C(CC(C(=O)[O-])NC(=O)OC(C)(C)C)C=O